CC1(CC1)NC1=C(N=NC=C1)C(=O)N ((1-methylcyclopropyl)amino)pyridazine-3-carboxamide